C(C)(C)OC1=CC(=NC=C1)S(=O)(=O)N 4-isopropoxypyridine-2-sulfonamide